COC1=C(C=CC(=C1)C)OC(CCC1=C(C=CC=C1)CC)=O 3-(2-ethylphenyl)propionic acid 2-methoxy-4-methylphenyl ester